[Gd].[Sm] samarium Gadolinium